BrCCCCCCC(=O)OCC(CCCCCCCCCCC)CCCCCCCCCCC 2-undecyltridecyl 7-bromoheptanoate